2-ethylhexanoic acid [3-(2-ethylhexanoyloxy)-2,2-dimethylpropyl] ester C(C)C(C(=O)OCC(COC(C(CCCC)CC)=O)(C)C)CCCC